(3-mercapto-2-methylpropanoyl)-L-proline SCC(C(=O)N1[C@@H](CCC1)C(=O)O)C